P(=O)(OC1=CC=C(C=C1)C(F)(F)F)(OC1=CC=C(C=C1)C(F)(F)F)[O-] bis(4-trifluoromethylphenyl) phosphate